3-((3R,4S)-3-((dimethylamino)methyl)-1-((5-fluoropyridin-3-yl)methyl)-4-hydroxypiperidin-4-yl)benzonitrile CN(C)C[C@@H]1CN(CC[C@@]1(O)C=1C=C(C#N)C=CC1)CC=1C=NC=C(C1)F